N2-(4-methoxy-3-((1-methylazetidin-3-yl)methoxy)phenyl)-N4,6-dimethylpyrimidine-2,4-diamine COC1=C(C=C(C=C1)NC1=NC(=CC(=N1)NC)C)OCC1CN(C1)C